BrC1=CC=C2C(=C(C(N(C2=C1)C)=O)C#N)N1CCC(CC1)C=1OC2=C(N1)C=C(C=C2)C 7-bromo-1-methyl-4-[4-(5-methyl-1,3-benzoxazol-2-yl)piperidin-1-yl]-2-oxo-1,2-dihydroquinoline-3-carbonitrile